(R)-N-((5-fluoro-2-(2-methoxy-7-methylquinoxalin-5-yl)-7,8-dihydrobenzofuro[5,4-d]thiazol-7-yl)methyl)acetamide FC1=CC=2N=C(SC2C=2C[C@@H](OC21)CNC(C)=O)C2=C1N=CC(=NC1=CC(=C2)C)OC